2,3,6,7-tetrahydro-1H-azepine-1-carboxylic acid benzyl ester C(C1=CC=CC=C1)OC(=O)N1CCC=CCC1